cyclohexane-1,2-dicarboxylic acid-diglycidylester C(C1CO1)OC(=O)C1C(CCCC1)C(=O)OCC1CO1